6-Phenyl-7,8-dihydronaphthalen-1-ol C1(=CC=CC=C1)C1=CC=2C=CC=C(C2CC1)O